C(CCCN(CC(CN1C(C2=CC=CC=C2C1=O)=O)O)CCCCCC(=O)OCC(CCCCCCCC)CCCCCC)N(CC(CN1C(C2=CC=CC=C2C1=O)=O)O)CCCCCC(=O)OCC(CCCCCCCC)CCCCCC bis(2-hexyldecyl) 6,6'-(butane-1,4-diylbis((3-(1,3-dioxoisoindolin-2-yl)-2-hydroxypropyl)azanediyl))dihexanoate